CC(CC1=NC=CC=C1)C 2-(2-methylprop-1-yl)pyridine